NC1CCC2=C(N(C(=C21)Br)C)C(=O)NC2=CC(=C(C=C2)F)Cl 4-amino-3-bromo-N-(3-chloro-4-fluorophenyl)-2-methyl-2,4,5,6-tetrahydrocyclopenta[c]pyrrole-1-carboxamide